1-Phenyl-1,2-propanedione-2-[O-(ethoxycarbonyl)oxime] C(C)OC(=O)ON=C(C(=O)C1=CC=CC=C1)C